ClC=1C=C(C=C(C1)NS(=O)(=O)C)NC(=O)C=1C=NN(C1)C1CC2(CC(C2)NC(OC(C)(C)C)=O)C1 tert-butyl (6-(4-((3-chloro-5-(methylsulfonamido)phenyl)carbamoyl)-1H-pyrazol-1-yl)spiro[3.3]heptan-2-yl)carbamate